2-(4-chlorobutyl)-4-(4-fluorophenyl)-2,3-dihydropyridazin-3-one ClCCCCN1N=CC=C(C1=O)C1=CC=C(C=C1)F